CB1OC([C@H]2N1CCC2)(C2=CC=CC=C2)C2=CC=CC=C2 (S)-1-methyl-3,3-diphenyltetrahydro-1H,3H-pyrrolo[1,2-c][1,3,2]oxazaborole